((2R,3S,5R)-5-(6-amino-9H-purin-9-yl)-3-((tert-butyldiphenylsilyl)oxy)tetrahydrofuran-2-yl)methanol NC1=C2N=CN(C2=NC=N1)[C@H]1C[C@@H]([C@H](O1)CO)O[Si](C1=CC=CC=C1)(C1=CC=CC=C1)C(C)(C)C